tert-butyl 4-[7-[2-(2-methoxyethoxy) phenyl]thieno[2,3-d]pyridazin-4-yl]-3,6-dihydro-2H-pyridine-1-carboxylate COCCOC1=C(C=CC=C1)C=1N=NC(=C2C1SC=C2)C=2CCN(CC2)C(=O)OC(C)(C)C